Benzyl 5-(methanesulfonylaminomethyl)-3,3-dimethyl-piperazine-1-carboxylate CS(=O)(=O)NCC1NC(CN(C1)C(=O)OCC1=CC=CC=C1)(C)C